(R)-N-(1-(2-fluoroethyl)piperidin-3-yl)-2-(8-isopropyl-5-oxothieno[3',2':4,5]pyrrolo[1,2-d][1,2,4]triazin-6(5H)-yl)acetamide formate salt C(=O)O.FCCN1C[C@@H](CCC1)NC(CN1N=C(N2C(C1=O)=CC1=C2SC=C1)C(C)C)=O